4-((4'-amino-6-fluoro-3'-nitro-[1,1'-biphenyl]-3-yl)methyl)phthalazin-1(2H)-one NC1=C(C=C(C=C1)C1=CC(=CC=C1F)CC1=NNC(C2=CC=CC=C12)=O)[N+](=O)[O-]